6,8-dimethylimidazo[1,2-a]pyrazin-2-amine dihydrochloride Cl.Cl.CC=1N=C(C=2N(C1)C=C(N2)N)C